N-(6-(3-chlorophenyl)pyridazin-3-yl)-4-(2-methyl-6,7-dihydropyrazolo[1,5-a]pyrimidin-4(5H)-yl)-4-oxobutanamide ClC=1C=C(C=CC1)C1=CC=C(N=N1)NC(CCC(=O)N1C=2N(CCC1)N=C(C2)C)=O